ClC=1C(NN=CC1CCCN1CC2(C1)CC(C2)OC=2C=CC=1N(C2C(F)F)C(=NC1)C)=O 4-chloro-5-(3-(6-((5-(difluoromethyl)-3-methylimidazo[1,5-a]pyridin-6-yl)oxy)-2-azaspiro[3.3]heptan-2-yl)propyl)pyridazin-3(2H)-one